1-(2-((1R,3S,SR)-3-((6-Bromo-3-methylpyridin-2-yl)carbamoyl)-5-methyl-2-azabicyclo[3.1.0]hexan-2-yl)-2-oxoethyl)-5-(2-methylpyrimidin-5-yl)-1H-indazole-3-carboxylic acid BrC1=CC=C(C(=N1)NC(=O)[C@H]1N([C@@H]2C[C@]2(C1)C)C(CN1N=C(C2=CC(=CC=C12)C=1C=NC(=NC1)C)C(=O)O)=O)C |&1:14|